[7-[2,4-difluoro-6-(2-methoxyethoxy)phenyl]-6-(2-prop-2-enoyl-3,4-dihydro-1H-isoquinolin-7-yl)thieno[3,2-c]pyridin-4-yl] trifluoromethanesulfonate FC(S(=O)(=O)OC1=NC(=C(C2=C1C=CS2)C2=C(C=C(C=C2OCCOC)F)F)C2=CC=C1CCN(CC1=C2)C(C=C)=O)(F)F